C(COCCOCCOCCOCCCC)(=O)O 3,6,9,12-tetraoxahexadecane-1-oic acid